C(C(C)C)N1CCC(CC1)N1CCC(CC1)C1=CC=C2C(=N1)N(C(=N2)C2=CC=C(C=C2)S(=O)(=O)C)C 5-(1'-isobutyl-[1,4'-bipiperidin]-4-yl)-3-methyl-2-(4-(methylsulfonyl)phenyl)-3H-imidazo[4,5-b]pyridine